N'-(5-difluoromethyl-2-methyl-4-(3-trimethylsilylpropoxy)phenyl)-N-ethyl-N-methylformamidine FC(C=1C(=CC(=C(C1)N=CN(C)CC)C)OCCC[Si](C)(C)C)F